benzyl (S)-1-((5-(difluoromethyl)-1H-indazol-7-yl)sulfonyl)azetidine-2-carboxylate FC(C=1C=C2C=NNC2=C(C1)S(=O)(=O)N1[C@@H](CC1)C(=O)OCC1=CC=CC=C1)F